2-[(5-fluoro-2-methoxy-phenyl)-(4-methyl-1H-imidazol-2-yl)methyl]-6-[4-(1-methyl-4-piperidyl)phenyl]isoindolin-1-one FC=1C=CC(=C(C1)C(N1C(C2=CC(=CC=C2C1)C1=CC=C(C=C1)C1CCN(CC1)C)=O)C=1NC=C(N1)C)OC